N-[3-(8-cyanoquinolin-5-yl)-5-(trifluoromethyl)-3-azabicyclo[3.1.0]hex-1-yl]-1-methylpiperidine-4-carboxamide C(#N)C=1C=CC(=C2C=CC=NC12)N1CC2(CC2(C1)C(F)(F)F)NC(=O)C1CCN(CC1)C